4-(4-(2,4-difluorophenoxy)piperidin-1-yl-6-(trifluoromethyl)pyridin-3-yl)-2-methoxynicotinamide FC1=C(OC2CCN(CC2)C2=NC(=CC=C2C2=CC=NC(=C2C(=O)N)OC)C(F)(F)F)C=CC(=C1)F